C(C)(C)N1C(=NC=C1)C(\C=C\C)=O (E)-1-(1-isopropyl-1H-imidazol-2-yl)but-2-en-1-one